NCCOCCNC(C1=C(C=C(C=C1)NC=1C=2N(C=CN1)C(=CN2)C=2C(=NN(C2)CC2COCC2)C(F)(F)F)CC)=O N-[2-(2-aminoethoxy)ethyl]-2-ethyl-4-[[3-[1-(oxolan-3-ylmethyl)-3-(trifluoromethyl)pyrazol-4-yl]imidazo[1,2-a]pyrazin-8-yl]amino]benzamide